CC1CCN(CC1)CC1=NC=CC(=C1)C1=NC2=CC=CC=C2C=C1 (2-((4-methylpiperidin-1-yl)methyl)pyridin-4-yl)quinoline